N-Methyl-N'-(3-pyridylbenzyl)-N'-(3-chlorobenzo[b]thiophene-2-carbonyl)-1,4-cyclohexanediamine CNC1CCC(CC1)N(C(=O)C1=C(C2=C(S1)C=CC=C2)Cl)C(C2=CC=CC=C2)C=2C=NC=CC2